6-amino-8-bromo-2-(4-methoxybenzyl)-7-(pyridin-4-yl)-3,4-dihydropyrrolo[1,2-a]pyrazin-1(2H)-one NC1=C(C(=C2N1CCN(C2=O)CC2=CC=C(C=C2)OC)Br)C2=CC=NC=C2